C(C)(C)(C)OC(=O)N1CCC12CN(CCC2)C=2C1=C(N=CN2)N(C=C1)COCC[Si](C)(C)C 6-(7-((2-(trimethylsilyl)ethoxy)methyl)-7H-pyrrolo[2,3-d]pyrimidin-4-yl)-1,6-diazaspiro[3.5]nonane-1-carboxylic acid tert-butyl ester